2-fluorocyclopropanamine 4-methylbenzenesulfonate CC1=CC=C(C=C1)S(=O)(=O)O.FC1C(C1)N